(R)-N-((1-(1-(Benzo[b]thiophen-5-yl)-4-(hydroxyamino)-4-oxobutan-2-yl)-1H-1,2,3-triazol-4-yl)methyl)-4-fluorobenzamid S1C2=C(C=C1)C=C(C=C2)C[C@H](CC(=O)NO)N2N=NC(=C2)CNC(C2=CC=C(C=C2)F)=O